(3R,4S)-3-cyclopropyl-1-[3-fluoro-6-[1-(3-hydroxy-3-methylcyclobutyl)pyrazol-4-yl]pyrazolo[1,5-a]pyrazin-4-yl]-4-methyl-2-oxopyrrolidine-3-carbonitrile C1(CC1)[C@]1(C(N(C[C@H]1C)C=1C=2N(C=C(N1)C=1C=NN(C1)C1CC(C1)(C)O)N=CC2F)=O)C#N